O=C1CC(NCC1)C(=O)O 4-oxopiperidin-2-carboxylic acid